(5R)-3-bromo-5-[1-[[4-(1,1,2,2,2-pentafluoroethyl)phenyl]methyl]-4-piperidyl]-4,5-dihydroisoxazole BrC1=NO[C@H](C1)C1CCN(CC1)CC1=CC=C(C=C1)C(C(F)(F)F)(F)F